2-Chloro-N-(3'-(phenoxymethyl)-[1,1'-biphenyl]-2-yl)nicotinamide ClC1=C(C(=O)NC2=C(C=CC=C2)C2=CC(=CC=C2)COC2=CC=CC=C2)C=CC=N1